2-methyl-3,6-dimethoxybenzoyl chloride CC1=C(C(=O)Cl)C(=CC=C1OC)OC